1-cyclopropyl-N-{cis-3-[methyl(7H-pyrrolo[2,3-d]pyrimidin-4-yl)amino]cyclobutyl}-methanesulfonamide C1(CC1)CS(=O)(=O)N[C@@H]1C[C@@H](C1)N(C=1C2=C(N=CN1)NC=C2)C